C(C)N(C1=CC=C(C=N1)[C@H](C)NS(=O)C(C)(C)C)CC N-((S)-1-(6-(diethylamino)pyridine-3-yl)ethyl)-2-methylpropane-2-sulfinylamine